2-(1-isopropyl-4-oxo-7-(trifluoromethyl)-1,4-dihydro-cinnolin-3-yl)acetic acid C(C)(C)N1N=C(C(C2=CC=C(C=C12)C(F)(F)F)=O)CC(=O)O